4-(5-((R)-3-amino-3-((S)-2,2-difluoro-1-hydroxyethyl)piperidin-1-yl)-4-((6-amino-9H-purin-9-yl)methyl)pyridin-2-yl)-2,5-difluorophenol N[C@]1(CN(CCC1)C=1C(=CC(=NC1)C1=CC(=C(C=C1F)O)F)CN1C2=NC=NC(=C2N=C1)N)[C@@H](C(F)F)O